2-(2,6-dioxopiperidin-3-yl)-5-(methyl((1S,2S)-2-((pyridin-3-ylmethyl)amino)cyclohexyl)amino)isoindoline-1,3-dione O=C1NC(CCC1N1C(C2=CC=C(C=C2C1=O)N([C@@H]1[C@H](CCCC1)NCC=1C=NC=CC1)C)=O)=O